FC1=CC(=C2C=CNC2=C1)B1OC(C(O1)(C)C)(C)C 6-fluoro-4-(4,4,5,5-tetramethyl-1,3,2-dioxaborolan-2-yl)-1H-indole